((Trimethylsilyl)methyl)tantalum (III) chloride [Cl-].C[Si](C)(C)C[Ta+2].[Cl-]